(1S,2R,3R)-3-[(4-chlorophenyl)methyl]-2-hydroxy-1-methyl-2-(1H-1,2,4-triazol-1-ylmethyl)cyclopentanecarboxylate ClC1=CC=C(C=C1)C[C@@H]1[C@@]([C@](CC1)(C(=O)[O-])C)(CN1N=CN=C1)O